C[Si](C1=CC=C(CN2C=CC3=CC(=CC=C23)C(C(=O)N)=C)C=C1)(C)C (1-(4-(trimethylsilyl)benzyl)-1H-indol-5-yl)acrylamide